C(C)SC=1OC2=C(C=C(C=C2C(C1C)=O)C)[C@@H](C)N[S@](=O)C(C)(C)C (R)-N-[(1R)-1-(2-Ethylsulfanyl-3,6-dimethyl-4-oxo-chromen-8-yl)ethyl]-2-methyl-propane-2-sulfinamide